ClC=1C(=NOC1C)NS(=O)(=O)C=1C(=CC=CC1)C1=C(C=C(C=C1)CN1C(=NC2(C1=O)CCCC2)CCCCl)COCC N-(4-chloro-5-methylisoxazol-3-yl)-4'-((2-(3-chloropropyl)-4-oxo-1,3-diazaspiro[4.4]Non-1-en-3-yl)methyl)-2'-(ethoxymethyl)-[1,1'-biphenyl]-2-sulfonamide